[NH4+].C(CCCCCCCCCCCCCCC)(=O)OC[C@@H](OC(CCCCCCC\C=C/CCCCCCCC)=O)COP(=O)(O)OCC(O)CO 1-Palmitoyl-2-oleoyl-sn-glycero-3-phosphoglycerol, ammonium salt